tert-Butyl 1-(methoxymethoxy)-5-{3-[2-(methoxymethoxy)-6-methyl-4-(trifluoromethyl)phenyl]-7H-pyrrolo[2,3-c]pyridazin-7-yl}-3-azabicyclo[3.1.1]heptane-3-carboxylate COCOC12CN(CC(C1)(C2)N2C=CC1=C2N=NC(=C1)C1=C(C=C(C=C1C)C(F)(F)F)OCOC)C(=O)OC(C)(C)C